OC1(CN(CC1)S(=O)(=O)C1=CC=C2C(=CN(C2=C1)COCC[Si](C)(C)C)C1=NC(=NC=C1C(F)(F)F)N[C@@H]1CN(CCC1)C(=O)OC(C)(C)C)C tert-butyl (3S)-3-[[4-[6-(3-hydroxy-3-methyl-pyrrolidin-1-yl)sulfonyl-1-(2-trimethylsilylethoxymethyl)indol-3-yl]-5-(trifluoromethyl) pyrimidin-2-yl]amino]piperidine-1-carboxylate